tert-Butyl 4-[(4-Fluorophenyl)(6-fluoropyridin-2-yl)methylene]piperidine-1-carboxylate FC1=CC=C(C=C1)C(=C1CCN(CC1)C(=O)OC(C)(C)C)C1=NC(=CC=C1)F